4-((2-Chloropyridin-4-yl)((4-oxochroman-7-yl)oxy)methyl)benzonitrile ClC1=NC=CC(=C1)C(C1=CC=C(C#N)C=C1)OC1=CC=C2C(CCOC2=C1)=O